O[C@@H]1CC2C[C@H]([C@H]3[C@@H]4CC[C@H]([C@@H](C=CC(=O)O)C)[C@]4(CC[C@@H]3[C@]2(CC1)C)C)O 3beta,7alpha-Dihydroxychol-en-24-oic Acid